N1(CCCCCC1)C=1N=C(C2=C(C=NNC2=O)N1)NC=1C=NC(=CC1)N1CCC(CC1)CCO 2-(Azepan-1-yl)-4-((6-(4-(2-hydroxyethyl)piperidin-1-yl)pyridin-3-yl)amino)pyrimido[4,5-d]pyridazin-5(6H)-on